tin dibutyl-tin dilaurate C(CCCCCCCCCCC)(=O)[O-].C(CCCCCCCCCCC)(=O)[O-].C(CCC)[Sn+2]CCCC.[Sn+4]